C(#N)C1=C(C=C(O[C@@H]2[C@@](CN(C2)S(=O)(=O)C=2C(=NC=CC2)C#N)([C@H](C)O)O)C=C1)F 3-(((3R,4S)-4-(4-cyano-3-fluorophenoxy)-3-hydroxy-3-((S)-1-hydroxyethyl)pyrrolidin-1-yl)sulfonyl)picolinonitrile